2-(2-fluorocyclopropyl)-4,4,5,5-tetramethyl-1,3,2-dioxaborolane FC1C(C1)B1OC(C(O1)(C)C)(C)C